ClC1=CC2=C(N=C(O2)N[C@@H](C)C=2C(=NC=C(N2)C)C2=CC=C(C=N2)C#N)C=C1C(F)(F)F 6-[3-[(1S)-1-[[6-chloro-5-(trifluoromethyl)-1,3-benzoxazol-2-yl]amino]ethyl]-5-methyl-pyrazin-2-yl]pyridine-3-carbonitrile